CC1=C(C=C(C=C1)[C@]12[C@@H]([C@H]([C@@H]([C@](CO1)(O2)CI)OCC2=CC=CC=C2)OCC2=CC=CC=C2)OCC2=CC=CC=C2)CC2=CC=C(C=C2)CCCCO 4-[4-[[2-methyl-5-[(1S,2S,3S,4R,5S)-2,3,4-tribenzyloxy-1-(iodomethyl)-6,8-dioxabicyclo[3.2.1]oct-5-yl]phenyl]methyl]phenyl]butan-1-ol